O=S1(N(CCC1)C=1C=NN2C1CN([C@H](C2)C)C(=O)NC2=CSC=C2)=O (6S)-3-(1,1-dioxo-1,2-thiazolidin-2-yl)-6-methyl-N-(3-thienyl)-6,7-dihydro-4H-pyrazolo[1,5-a]pyrazine-5-carboxamide